1-Cyclopropyl-N-(5-iodo-1H-indol-3-yl)-5-(trifluoromethyl)-1H-benzo[d]imidazol-2-amine C1(CC1)N1C(=NC2=C1C=CC(=C2)C(F)(F)F)NC2=CNC1=CC=C(C=C21)I